ClC1=C2C3=C(N=CN=C3C(=C1C1=C(C=CC=C1O)F)F)N1[C@H](CO2)CN(CC1)C(C=C)=O 1-((8aS)-6-chloro-4-fluoro-5-(2-fluoro-6-hydroxyphenyl)-8a,9,11,12-tetrahydropyrazino[2',1':3,4][1,4]oxazepino[5,6,7-de]quinazolin-10(8H)-yl)prop-2-en-1-one